ClC=1C=CC2=C(C(C=C(O2)C(=O)N(C)C23CC(C2)(C3)NC(COC3=CC(=C(C=C3)Cl)F)=O)=O)C1 6-chloro-N-{3-[2-(4-chloro-3-fluorophenoxy)acetamido]bicyclo[1.1.1]pentan-1-yl}-N-methyl-4-oxo-4H-1-benzopyran-2-carboxamide